NCCNCCN 1,4,7-triazaheptane